FC=1C=C(NCC2=C(C(=C(C(=C2S(=O)C)F)F)F)F)C=CC1OC 3-fluoro-4-methoxy-N-(2,3,4,5-tetrafluoro-6-(methyl-sulfinyl)benzyl)aniline